1,2-dihydroxyphenylethylamine OC1(C(C=CC=C1)O)CCN